ethyl 2-({6-[(1,3-benzothiazol-2-yl)amino]-5-methylpyridazin-3-yl}(methyl)amino)-5-(1-benzylazetidin-3-yl)-1,3-thiazole-4-carboxylate S1C(=NC2=C1C=CC=C2)NC2=C(C=C(N=N2)N(C=2SC(=C(N2)C(=O)OCC)C2CN(C2)CC2=CC=CC=C2)C)C